((S)-2-(((2R,3S,4R,5S)-5-(2-chloro-4-(cyclopentylamino)pyrrolo[2,1-f][1,2,4]triazin-7-yl)-3,4-dihydroxytetrahydrofuran-2-yl)methoxy)-1-methoxypropan-2-yl)phosphonic acid ClC1=NN2C(C(=N1)NC1CCCC1)=CC=C2[C@H]2[C@@H]([C@@H]([C@H](O2)CO[C@@](COC)(C)P(O)(O)=O)O)O